3-iodo-5-phenoxy-pyrazolo[1,5-a]pyridine IC=1C=NN2C1C=C(C=C2)OC2=CC=CC=C2